O1C(CCC1)OCCCCO 4-[(tetrahydro-2-furyl)oxy]-1-butanol